2,5-dimethyl-carbazole CC1=CC=2NC3=CC=CC(=C3C2C=C1)C